FC1=C2C(=CNC2=C(C=C1)F)C=1CN(CCC1)C(=O)OC(C)(C)C tert-Butyl 3-(4,7-difluoro-1H-indol-3-yl)-5,6-dihydro-2H-pyridine-1-carboxylate